4-amino-3,5-di-2-pyridyl-4H-1,2,4-triazole NN1C(=NN=C1C1=NC=CC=C1)C1=NC=CC=C1